(R)-6-cyclopropyl-N-(3-(3,3-difluoro-1-(fluoro(4-methyl-4H-1,2,4-triazol-3-yl)methyl)cyclobutyl)phenyl)-4-((3-(hydroxymethyl)-3-methylazetidin-1-yl)methyl)picolinamide C1(CC1)C1=CC(=CC(=N1)C(=O)NC1=CC(=CC=C1)C1(CC(C1)(F)F)[C@H](C1=NN=CN1C)F)CN1CC(C1)(C)CO